ClC1=NC=NC(=N1)Cl 2,4-dichloros-triazine